FC=1C=C2C(NC=3CCCC(C3C2=CC1F)N[C@H](C)C1=CC=C(C=C1)OC)=O 8,9-difluoro-1-(((R)-1-(4-methoxyphenyl)ethyl)amino)-1,3,4,5-tetrahydrophenanthridin-6(2H)-one